(1S,3R,4S)-N-((S)-1-cyano-2-((S)-2-oxopiperidin-3-yl)ethyl)-5,5-difluoro-2-(9-hydroxy-9H-fluorene-9-carbonyl)-2-azabicyclo[2.2.2]octane-3-carboxamide C(#N)[C@H](C[C@H]1C(NCCC1)=O)NC(=O)[C@@H]1N([C@@H]2CC([C@H]1CC2)(F)F)C(=O)C2(C1=CC=CC=C1C=1C=CC=CC21)O